CN1CCN(CC1)CC=1N=C(SC1)N 4-((4-methylpiperazin-1-yl)methyl)thiazol-2-amine